C(COCC(=O)O)(=O)O.S1C=CCC1 thiolene diglycolate